n-Tetradecyl-dimethyl-benzyl-ammonium chloride monohydrate O.[Cl-].C(CCCCCCCCCCCCC)[N+](CC1=CC=CC=C1)(C)C